3-isopropylamino-5,6-diphenyl-1,2,4-triazine C(C)(C)NC=1N=NC(=C(N1)C1=CC=CC=C1)C1=CC=CC=C1